C(C)OC(=O)C1C(N(CCC1=O)C(=O)OCC1=CC=CC=C1)C 2-methyl-4-oxo-piperidine-1,3-dicarboxylic acid O1-benzyl ester O3-ethyl ester